C1OCC12CCN(CC2)CCCOC2=CC=C(C=N2)C2=C(C=C1N=CC=3N(C(N4[C@H](COC2=C1C34)C)=O)C)F (S)-7-(6-(3-(2-oxa-7-azaspiro[3.5]nonan-7-yl)propoxy)pyridin-3-yl)-6-fluoro-2,10-dimethyl-9,10-dihydro-8-oxa-2,4,10a-triazanaphtho[2,1,8-cde]azulen-1(2H)-one